C(C)(C)(C)OC(NC1=C2N=CN(C2=NC=N1)CC1=CC(=NC=C1N1CC(CCC1)(C(C(F)F)O)NC(=O)OC(C)(C)C)C1=NC(=C(C=C1)F)Cl)=O (9-((5-(3-((tert-Butoxycarbonyl)amino)-3-(2,2-difluoro-1-hydroxyethyl)piperidin-1-yl)-6'-chloro-5'-fluoro-[2,2'-bipyridin]-4-yl)methyl)-9H-purin-6-yl)carbamic acid tert-butyl ester